C(#N)C(C=1C=CC2=C(N(CCO2)C(=O)OC(C)(C)C)C1)O tert-Butyl 6-[cyano(hydroxy)methyl]-3,4-dihydro-2H-1,4-benzoxazine-4-carboxylate